C=1(C(=CC=CC1)B(O)O)C1=CC(=CC=C1)C1=CC=CC=C1 m-terphenylboronic acid